BrCCN1S(C2=C(C1=O)C=CC=C2)(=O)=O 2-(2-bromoethyl)-1,2-benzisothiazol-3(2H)-one 1,1-dioxide